2-(6-(((1S,3S)-3-aminocyclopentyl)amino)pyridin-3-yl)-6-methylpyridazin-3(2H)-one 3HCl Cl.Cl.Cl.N[C@@H]1C[C@H](CC1)NC1=CC=C(C=N1)N1N=C(C=CC1=O)C